CC=1N=C(C=2N(C1)C=C(N2)C=2N=C1N(CC2)C=C(C=C1)N1CCNCC1)C 2-(6,8-dimethylimidazo[1,2-a]pyrazin-2-yl)-7-(piperazin-1-yl)-4H-pyrido[1,2-a]pyrimidin